C(C1=CC=CC=C1)O\N=C(/C(=O)O)\C=1N=[14C](SC1)NC(=O)OC(C)(C)C (Z)-2-((benzyloxy)imino)-2-(2-((tert-butoxycarbonyl)amino)thiazol-4-yl-2-14C)acetic acid